C(C=C)OC(=O)NC1CC(N(C1)C(=O)OC(C)(C)C)C(=O)O 4-(allyloxycarbonylamino)-1-tert-butoxycarbonyl-pyrrolidine-2-carboxylic acid